NCC(CN)NC(OCCCC)=O butyl (1,3-diaminopropan-2-yl)carbamate